1,1-diethoxy-9,11-octadecadiene C(C)OC(CCCCCCCC=CC=CCCCCCC)OCC